ClC=1C(=CC(=C(C1)S(=O)(=O)N(C=1OC=CN1)CC1=CC=C(C=C1)OC)F)F 5-chloro-2,4-difluoro-N-(4-methoxybenzyl)-N-(oxazol-2-yl)benzenesulfonamide